C(CCCCCCCCCC)NCCCCCCCCCCC N,N-diundecylamine